1-((R)-4-acryloyl-3-(cyanomethyl)piperazin-1-yl)-3-(((S)-1-methylpyrrolidin-2-yl)methoxy)-6-(naphthalen-1-yl)-5,6,7,8-tetrahydro-2,6-naphthyridine-4-carbonitrile C(C=C)(=O)N1[C@@H](CN(CC1)C1=NC(=C(C=2CN(CCC12)C1=CC=CC2=CC=CC=C12)C#N)OC[C@H]1N(CCC1)C)CC#N